4-(2-methylpyrimidin-5-yl)-1,3-thiazol CC1=NC=C(C=N1)C=1N=CSC1